3-(bromomethyl)-7-fluoro-1,3,4,5-tetrahydrophenanthridin-6(2H)-one BrCC1CCC=2C3=CC=CC(=C3C(NC2C1)=O)F